((2-(4-(2-((2-(bis(6-((2-hexyldecanoyl)oxy)hexyl)amino)ethyl)(6-((2-hexyldecanoyl)oxy)hexyl)amino)ethyl)piperazin-1-yl)ethyl)azanediyl)bis(hexane-6,1-diyl)bis(2-hexyldecanoate) C(CCCCC)C(C(=O)OCCCCCCN(CCN(CCN1CCN(CC1)CCN(CCCCCCC(C(=O)[O-])(CCCCCCCC)CCCCCC)CCCCCCC(C(=O)[O-])(CCCCCCCC)CCCCCC)CCCCCCOC(C(CCCCCCCC)CCCCCC)=O)CCCCCCOC(C(CCCCCCCC)CCCCCC)=O)CCCCCCCC